5-(aminomethyl)-1-isopropyl-3-[6-(trifluoromethyl)-3-pyridinyl]Pyridin-2-one NCC=1C=C(C(N(C1)C(C)C)=O)C=1C=NC(=CC1)C(F)(F)F